6-bromo-5-fluoro-2',3',5',6'-tetrahydrospiro[indene-1,4'-pyran] BrC1=C(C=C2C=CC3(CCOCC3)C2=C1)F